tert-butyl 4-[[1-(2,6-dioxo-3-piperidyl)pyrazol-4-yl]methyl]piperazine-1-carboxylate O=C1NC(CCC1N1N=CC(=C1)CN1CCN(CC1)C(=O)OC(C)(C)C)=O